4a-(4-cyanophenyl)-7,7a-dihydroxy-2-(4-methoxybenzyl)-N,N-dimethyl-5-phenyl-2,4a,5,6,7,7a-hexahydrocyclopenta[4,5]furo[3,2-c]pyrazole-6-carboxamide C(#N)C1=CC=C(C=C1)C12C(C3=NN(C=C3O1)CC1=CC=C(C=C1)OC)(C(C(C2C2=CC=CC=C2)C(=O)N(C)C)O)O